propanol adipate C(CCCCC(=O)O)(=O)O.C(CC)O